BrC=1C(=NC=C(C1)B1OC(C(O1)(C)C)(C)C)N 3-bromo-5-(4,4,5,5-tetramethyl-1,3,2-dioxaborolan-2-yl)pyridin-2-amine